IC1=CN(C2=CC=C(C=C12)C1=NN(C=N1)CCOC)C 3-iodo-5-(1-(2-methoxyethyl)-1H-1,2,4-triazol-3-yl)-1-methyl-1H-indole